CNC1=CC(N(C2=CC(=CC=C12)C(F)(F)F)C1=CC=CC=C1)=O 4-(methylamino)-1-phenyl-7-(trifluoromethyl)quinolin-2(1H)-one